ClC=1C(=NC(=NC1)NC1CC(CCC1)CO)C1=CC=C2CN(C(C2=C1)=O)CC(N1CC2=CC=CC=C2CC1)=O 6-(5-chloro-2-{[3-(hydroxymethyl)cyclohexyl]amino}pyrimidin-4-yl)-2-[2-oxo-2-(1,2,3,4-tetrahydroisoquinolin-2-yl)ethyl]-2,3-dihydro-1H-isoindol-1-one